C1(=CC=CC=C1)C(=NCC(=O)OC(C)(C)C)C1=CC=CC=C1 tert-Butyl N-(diphenylmethylene)glycinate